COC([C@H]1N(CCC1)C(C(CS)CC1=CC2=CC=CC=C2C=C1)=O)=O (3-mercapto-2-(naphthalen-2-ylmethyl)propionyl)-L-proline methyl ester